[N-](S(=O)(=O)C(F)(F)F)S(=O)(=O)C(F)(F)F.C(CCC)[N+]1(CCCC1)C 1-butyl-1-methylpyrrolidinium bis(trifluoromethanesulphonyl)imide